FC=1C=C2C(=CC=NC2=CC1OC)N1CCC2(CCN(C2)[SH2](=O)C=N)CC1 [8-(6-fluoro-7-methoxyquinolin-4-yl)-2,8-diazaspiro[4.5]decan-2-yl](imino)methyl-λ6-sulfanone